2-cyclopentyl-Glycin C1(CCCC1)C(N)C(=O)O